C(C(=C)C)(=O)OCCCCCCCCCCOP(=O)(O)O.P(=O)(OCCCCCCCCCCOC(C(=C)C)=O)(O)O 10-methacryloxydecyl dihydrogen phosphate (10-methacryloyloxydecyl dihydrogen phosphate)